2-(ethylaminosulfonylamino)-4-({4-[2-methyl-6-(1-pyrazolyl)-3-pyridyl]-1-piperazinyl}methyl)pyridine C(C)NS(=O)(=O)NC1=NC=CC(=C1)CN1CCN(CC1)C=1C(=NC(=CC1)N1N=CC=C1)C